styreneboronic acid C(=CC1=CC=CC=C1)B(O)O